tetracosyl chloride C(CCCCCCCCCCCCCCCCCCCCCCC)Cl